(R)-N-(4-(chlorodifluoromethoxy)phenyl)-6-(3-fluoropyrrolidin-1-yl)-5-(pyrazin-2-yl)nicotinamide hydrobromide Br.ClC(OC1=CC=C(C=C1)NC(C1=CN=C(C(=C1)C1=NC=CN=C1)N1C[C@@H](CC1)F)=O)(F)F